C(C)(C)(C)C1=C(C=NC=C1)CNC(=O)[C@H]1N(C[C@@H](C1)O)C([C@H](C(C)(C)C)N1N=NC(=C1)C1CC1)=O (2S,4R)-N-[(4-tert-butyl-3-pyridyl)methyl]-1-[(2S)-2-(4-cyclopropyltriazol-1-yl)-3,3-dimethyl-butanoyl]-4-hydroxy-pyrrolidine-2-carboxamide